isooctyl-trimethyl-tin thioglycolate C(CS)(=O)O.C(CCCCC(C)C)[Sn](C)(C)C